C(=CC)O 1-propen-ol